3-fluoro-2-(6-fluoro-4-((R)-2-methylpiperazin-1-yl)-2-(2-(4-methylpiperazin-1-yl)ethoxy)pyrido[2,3-d]pyrimidin-7-yl)phenol FC=1C(=C(C=CC1)O)C=1C(=CC2=C(N=C(N=C2N2[C@@H](CNCC2)C)OCCN2CCN(CC2)C)N1)F